2-methyl-1-[4-[1-[(3R)-pyrrolidin-3-yl]pyrazol-4-yl]-6-(trifluoromethyl)pyrimidin-2-yl]azetidin-3-ol CC1N(CC1O)C1=NC(=CC(=N1)C=1C=NN(C1)[C@H]1CNCC1)C(F)(F)F